NC1=NC=CC(=C1)OC=1C=CC(=NC1)NC(=O)C1=NN(C=C(C1=O)C1=CC=C(C=C1)F)C(C)C N-(5-((2-aminopyridin-4-yl)oxy)pyridin-2-yl)-5-(4-fluorophenyl)-1-isopropyl-4-oxo-1,4-dihydropyridazine-3-carboxamide